CC(CC=CC)O[SiH](C)C 1-methyl-2-propenyldimethylethoxysilane